Cl.CN1N=C(C2=CC=CC(=C12)C)C(C)(C)NC(=O)C1C[C@@H]2[C@@H](CNC2)C1 (3aR,5s,6aS)-N-(2-(1,7-dimethyl-1H-indazol-3-yl)propan-2-yl)octahydrocyclopenta[c]pyrrole-5-carboxamide hydrochloride